1-(ethylsiloxy)cyclohexane C(C)[SiH2]OC1CCCCC1